C(C)C=1C[C@@H]2CC([C@@H]2C1)(O)C[N+](=O)[O-] (1R,5S)-3-ethyl-6-(nitromethyl)bicyclo[3.2.0]hept-3-ene-6-ol